C(#N)C1=CC(=C(C=C1)[C@@H]1OC2=C(OC1)C=CC=C2C2CCN(CC2)CC2=NC1=C(N2C[C@H]2OCC2)C=C(C=C1)C(=O)O)OC 2-((4-((S)-3-(4-cyano-2-methoxyphenyl)-2,3-dihydrobenzo[b][1,4]dioxin-5-yl)piperidin-1-yl)methyl)-1-(((S)-oxetan-2-yl)methyl)-1H-benzo[d]imidazole-6-carboxylic acid